C[C@H]1CN(C[C@H](O1)C)C=1C=2N(N=C(C1)N1[C@@H](COCC1)C)C(=CN2)C2=CC=NN2 (2S,6R)-2,6-dimethyl-4-(6-((R)-3-methylmorpholinyl)-3-(1H-pyrazol-5-yl)imidazo[1,2-b]pyridazin-8-yl)morpholine